OCC1C2C=CC(C1CO)C2 5,6-di(hydroxymethyl)bicyclo[2.2.1]hept-2-ene